7-methyl-2-(morpholin-4-yl)-9-(1-phenylaminoethyl)-pyrido[1,2-a]pyrimidin-4-one CC=1C=C(C=2N(C(C=C(N2)N2CCOCC2)=O)C1)C(C)NC1=CC=CC=C1